Hafnium dimethyl-[6,6'-(pyridine-2,6-diylbis(1-methyl-1H-indole-3,2-diyl))bis(2-((3r,5r,7r)-adamantan-1-yl)-4-methylphenolate)] CC=1C(=C(C(=C(C1C=1N(C2=CC=CC=C2C1C1=NC(=CC=C1)C1=C(N(C2=CC=CC=C12)C)C1=CC(=CC(=C1[O-])C12CC3CC(CC(C1)C3)C2)C)C)[O-])C23CC1CC(CC(C2)C1)C3)C)C.[Hf+4].CC=3C(=C(C(=C(C3C=3N(C1=CC=CC=C1C3C3=NC(=CC=C3)C3=C(N(C1=CC=CC=C31)C)C3=CC(=CC(=C3[O-])C31CC2CC(CC(C3)C2)C1)C)C)[O-])C12CC3CC(CC(C1)C3)C2)C)C